BrC=1C=C(C(=O)O)C=CC1C(F)(F)F 3-bromo-4-(trifluoromethyl)benzoic acid